ClC1=C(C=CC(=C1)Cl)S(=O)(=O)N1CCC2(CC(CO2)NC[C@@H](COC=2C=C(C=CC2)S(=O)(=O)NC)O)CC1 3-((2S)-3-(8-(2,4-dichlorophenylsulfonyl)-1-oxa-8-azaspiro[4.5]decan-3-ylamino)-2-hydroxypropoxy)-N-methylbenzenesulfonamide